7-(8-chloronaphthalen-1-yl)-4-((S)-2-methylpiperazin-1-yl)-2-(((S)-1-methylpyrrolidin-2-yl)methoxy)-5,6,7,8-tetrahydropyrido[3,4-d]pyrimidine ClC=1C=CC=C2C=CC=C(C12)N1CC=2N=C(N=C(C2CC1)N1[C@H](CNCC1)C)OC[C@H]1N(CCC1)C